t-butylstrontium C(C)(C)(C)[Sr]